BrC1=CC=C(C=C1)[C@H](C(F)(F)F)NC(=O)[C@H]1N(C[C@@H](C1)O)C(=O)[C@H](C(C)(C)C)NC(OC(C)(C)C)=O tert-butyl N-[(1S)-1-[(2S,4R)-2-[[(1R)-1-(4-bromophenyl)-2,2,2-trifluoro-ethyl]carbamoyl]-4-hydroxy-pyrrolidine-1-carbonyl]-2,2-dimethyl-propyl]carbamate